ClC1=CC(=C(OC2=CN=CC(=N2)\C=N\NS(=O)(=O)C2=CC=C(C=C2)C)C=C1)F N-[(E)-[6-(4-chloro-2-fluoro-phenoxy)pyrazin-2-yl]methyleneamino]-4-methyl-benzenesulfonamide